Neryl cyclohexanecarboxylate C1(CCCCC1)C(=O)OC\C=C(\C)/CCC=C(C)C